3-(2-(((2-aminothiazol-5-yl)methyl)amino)-2-oxoacetyl)-N-(6-fluoro-5-methylpyridin-3-yl)-2-methyl-5,6,7,8-tetrahydroindolizine-1-carboxamide NC=1SC(=CN1)CNC(C(=O)C1=C(C(=C2CCCCN12)C(=O)NC=1C=NC(=C(C1)C)F)C)=O